2,4,6-Triiodo-5-[(1-oxo-2-propen-1-yl)amino]-1,3-benzenedicarboxylic acid IC1=C(C(=C(C(=C1C(=O)O)I)NC(C=C)=O)I)C(=O)O